O1CC(C1)C=1C=C(C=CC1)C=1OC(=CN1)CNN1C(C2=CC=CC=C2C1=O)=O (((2-(3-(Oxetane-3-yl)phenyl)oxazol-5-yl)methyl)amino)isoindoline-1,3-dione